5-[1-(3-fluoro-4-nitro-pyrazol-1-yl)propyl]-1-(2,2,2-trifluoroethyl)tetrazole FC1=NN(C=C1[N+](=O)[O-])C(CC)C1=NN=NN1CC(F)(F)F